tris[2-(tert-butoxycarbonylmethoxy)ethyl]amine C(C)(C)(C)OC(=O)COCCN(CCOCC(=O)OC(C)(C)C)CCOCC(=O)OC(C)(C)C